(S)-1-(3-(2-(trifluoromethyl)pyrimidin-4-yl)-1,2,4-oxadiazol-5-yl)ethan-1-amine hydrochloride Cl.FC(C1=NC=CC(=N1)C1=NOC(=N1)[C@H](C)N)(F)F